ClC1=C(C=C2C(C(NC2=C1)=O)(C)C)F 6-chloro-5-fluoro-3,3-Dimethylindoline-2-one